(E)-3-(2-amino-4-fluoro-3-pyridinyl)prop-2-enoic acid butyl ester C(CCC)OC(\C=C\C=1C(=NC=CC1F)N)=O